3,3,5-trimethyl-6-((7-((4-(propan-2-ylsulfonimidoyl)phenyl)amino)-2,6-naphthyridin-1-yl)ethynyl)indolin-2-one CC1(C(NC2=CC(=C(C=C12)C)C#CC1=NC=CC2=CN=C(C=C12)NC1=CC=C(C=C1)S(=O)(=N)C(C)C)=O)C